(2E)-3-(3,5-dichlorophenyl)-N-{2-hydroxy-3-[N-methyl-2-(5-oxo-4,5-dihydro-1H-1,2,4-triazol-4-yl)acetamido]propyl}-N-methylprop-2-enamide ClC=1C=C(C=C(C1)Cl)/C=C/C(=O)N(C)CC(CN(C(CN1C=NNC1=O)=O)C)O